CC(C\C=N\CC(=O)NC1=C(C=C(C(=O)OC)C=C1)OC)(C)C methyl (E)-4-(2-((3,3-dimethylbutylidene)amino)acetamido)-3-methoxybenzoate